FC(C1=CC=C(C=C1)C1=CC=C2C=CC(=CC2=C1)C(=O)O)(F)F 7-(4-(trifluoromethyl)-phenyl)-2-naphthoic acid